CCCCCCCC/C=C\\CCCCCCCC(=O)O[C@H](COC(=O)CCCC/C=C\\C/C=C\\C/C=C\\CCCCC)COP(=O)(O)O The molecule is a 1,2-diacyl-sn-glycerol 3-phosphate in which the acyl substituents at positions 1 and 2 are specified as gamma-linolenoyl and oleoyl respectively. It is a 1,2-diacyl-sn-glycerol 3-phosphate and an oleic acid. It derives from a gamma-linolenic acid. It is a conjugate acid of a 1-(gamma-linolenoyl)-2-oleoyl-sn-glycero-3-phosphate(2-).